ethyl (2Z)-2-[(Z)-5-chloro-4-[(2R)-2-{[(3-chloropyridin-2-yl)oxy]-methyl}pyrrolidin-1-yl]-2-fluorobenzoyl]-3-ethoxyprop-2-enoate ClC=1C(=CC(=C(C(=O)/C(/C(=O)OCC)=C/OCC)C1)F)N1[C@H](CCC1)COC1=NC=CC=C1Cl